BrC1=C(C=CC=C1)[C@H]([C@H](N)C1=C(C=CC=C1)Br)N (1R,2R)-1,2-bis(2-bromophenyl)ethylenediamine